CC1=C2C(=NNC2=CC(=C1)C=1C=C(C=2N(C1)N=CN2)C)OC2CCC(CC2)NCCS(=O)(=O)C 4-((4-methyl-6-(8-methyl-[1,2,4]triazolo[1,5-a]pyridin-6-yl)-1H-indazol-3-yl)oxy)-N-(2-(methylsulfonyl)ethyl)cyclohexan-1-amine